FC(C1=CC=C(COC2=NC=3CN(CCC3C=C2I)C(=O)OC(C)(C)C)C=C1)F tert-butyl 2-((4-(difluoromethyl) benzyl) oxy)-3-iodo-5,8-dihydro-1,7-naphthyridine-7(6H)-carboxylate